p-tolylsulphonate C1(=CC=C(C=C1)S(=O)(=O)[O-])C